C(C)(C)OC(CNC(C1=C(C=C(C(=C1)N1C(N(C(N(C1=O)C)=S)C)=O)F)Cl)=O)=O (2-chloro-5-(3,5-dimethyl-2,6-dioxo-4-thioxo-1,3,5-triazin-1-yl)-4-fluorobenzoyl)glycine isopropyl ester